ClC1=C(C=C(C=C1)C1=NOC=N1)I 3-(4-Chloro-3-iodophenyl)-1,2,4-oxadiazole